tert-butyl ((trans)-3-((3-formyl-6-(1-methyl-1H-pyrazol-4-yl)pyrazolo[1,5-a]pyrazin-4-yl)oxy)cyclobutyl)(methyl)carbamate C(=O)C=1C=NN2C1C(=NC(=C2)C=2C=NN(C2)C)O[C@@H]2C[C@H](C2)N(C(OC(C)(C)C)=O)C